C1(=CC=CC=C1)N(C(=O)[C@H]1N(CCC1)C(=O)OCC1=CC=CC=C1)C1=CC=CC=C1 benzyl (S)-2-(diphenylcarbamoyl)pyrrolidine-1-carboxylate